2-acetyl-hydroxycapric acid C(C)(=O)C(C(O)=O)(CCCCCCCC)O